5-(2-((tert-butyldimethylsilyl)oxy)ethyl)-2-(2,5-dimethyl-1H-pyrrol-1-yl)-6,7-dihydrothiazolo[5,4-c]pyridin-4(5H)-one [Si](C)(C)(C(C)(C)C)OCCN1C(C2=C(CC1)N=C(S2)N2C(=CC=C2C)C)=O